BrC1=C(C=CC=C1)C1=CC=C(C=C1)C 2-bromo-4'-methylbiphenyl